C(C)(C)(C)OC(=O)NCC1=CC=C(C=C1)C1=CC=C(C=C1)CC(=O)OC methyl 2-[4-[4-[(tert-butoxycarbonylamino)methyl]phenyl]phenyl]acetate